NC=1OC[C@@H](N1)CCC1=CC=C(C=C1)NC(=O)C1=NC(=NC(=C1)OC)Cl 2-chloro-6-methoxy-pyrimidine-4-carboxylic acid {4-[2-((S)-2-amino-4,5-dihydro-oxazol-4-yl)-ethyl]-phenyl}-amide